(R)-2-((4-(2-(4-chloro-2-fluorophenyl)-4-fluoro-2H-chromen-8-yl)piperidin-1-yl)methyl)-3-((1-(cyanomethyl)cyclopropyl)methyl)-3H-imidazo[4,5-b]pyridine-5-carboxylic acid ClC1=CC(=C(C=C1)[C@@H]1OC2=C(C=CC=C2C(=C1)F)C1CCN(CC1)CC1=NC=2C(=NC(=CC2)C(=O)O)N1CC1(CC1)CC#N)F